NC1=NC(=C2NC=NC2=N1)NCC1=CC(=CC(=C1)OC)OC 2-amino-6-(3,5-dimethoxybenzylamino)purine